methyl 2-(6-methoxypyridin-3-yl)-2-(1-oxo-6-(phenylsulfonyl)phthalazin-2(1H)-yl)acetate COC1=CC=C(C=N1)C(C(=O)OC)N1C(C2=CC=C(C=C2C=N1)S(=O)(=O)C1=CC=CC=C1)=O